2-(2-cyano-2-(2,4-dichloro-9H-thioxanthen-9-ylidene) acetamido)ethyl methacrylate C(C(=C)C)(=O)OCCNC(C(=C1C2=CC=CC=C2SC=2C(=CC(=CC12)Cl)Cl)C#N)=O